2-propylsulfonyloxyiminothiophene C(CC)S(=O)(=O)ON=C1SC=CC1